2-((1-(3,6-dimethyl-4-oxo-2-(piperidine-1-yl)-3,4-dihydroquinazolin-8-yl)ethyl)amino)benzonitrile CN1C(=NC2=C(C=C(C=C2C1=O)C)C(C)NC1=C(C#N)C=CC=C1)N1CCCCC1